CSC(C(=O)N1C(CCCC1)C=1NC=C(N1)C1=CSC(=C1)C)C 2-(methylthio)-1-(2-(4-(5-methylthiophene-3-yl)-1H-imidazol-2-yl)piperidin-1-yl)propan-1-one